lanthanum nitrobenzenesulfonate [N+](=O)([O-])C1=C(C=CC=C1)S(=O)(=O)[O-].[La+3].[N+](=O)([O-])C1=C(C=CC=C1)S(=O)(=O)[O-].[N+](=O)([O-])C1=C(C=CC=C1)S(=O)(=O)[O-]